NC=1C=C(C=C(C1)C=O)CS(=O)(=O)Cl (3-amino-5-formylphenyl)methanesulfonyl chloride